2-Chloro-7-fluoro-3-formylquinoline-6-carboxylic acid methyl ester COC(=O)C=1C=C2C=C(C(=NC2=CC1F)Cl)C=O